C(C)N(C=NC1=C(C=C(C(=C1)F)C1(COC1)OC1=C(C=CC=C1)C)C)C N-ethyl-N'-(5-fluoro-2-methyl-4-(3-(o-tolyloxy)oxetan-3-yl)phenyl)-N-methylformimidamide